ClC1=NC=C(C(=C1)C1=C(C=NC(=C1)C)C(=O)NC=1SC(=NN1)OCC1CS(C1)(=O)=O)OC 2'-chloro-N-(5-((1,1-dioxidothietan-3-yl)methoxy)-1,3,4-thiadiazol-2-yl)-5'-methoxy-6-methyl-(4,4'-bipyridine)-3-carboxamide